cyclopropan-1-carboxylic acid dicyclohexylamine salt C1(CCCCC1)NC1CCCCC1.C1(CC1)C(=O)O